C(C)(C)(C)OC(=O)N1[C@H](C[C@]2(OCC(C3=C2SC(=C3Cl)Cl)O)CC1)C (2S,4R)-2',3'-dichloro-4'-hydroxy-2-methyl-4',5'-dihydrospiro[piperidine-4,7'-thieno[2,3-c]pyran]-1-carboxylic acid tert-butyl ester